(2S)-3-(5-bromopyrazin-2-yl)-2-[(3R)-1-tert-butoxycarbonylpyrrolidin-3-yl]propanoic acid BrC=1N=CC(=NC1)C[C@H](C(=O)O)[C@@H]1CN(CC1)C(=O)OC(C)(C)C